ClC1=C(N=C(C(=N1)C(=O)OC)NC=1C=NN(C1)C1CCS(CC1)(=O)=O)NC Methyl 6-chloro-3-[[1-(1,1-dioxothian-4-yl)pyrazol-4-yl]amino]-5-(methylamino)pyrazine-2-carboxylate